1,3-bis(3,5-bipyridin-3-ylphenyl)benzene N=1CC(C=CC1)(C=1C=CC=NC1)C1=C(C=CC=C1)C1=CC(=CC=C1)C1=C(C=CC=C1)C1(CN=CC=C1)C=1C=CC=NC1